2-(2-methoxy-4-{6-oxo-2H,4H,5H,6H,7H-pyrazolo[3,4-b]pyridin-4-yl}phenoxymethyl)benzoic acid butyl ester C(CCC)OC(C1=C(C=CC=C1)COC1=C(C=C(C=C1)C1C=2C(NC(C1)=O)=NNC2)OC)=O